BrC=1C=C(C=C(C1)Br)[Si](C)(C)C (3,5-Dibromophenyl)trimethylsilane